[Si](C)(C)(C(C)(C)C)OC=1C=C2C(=NNC2=CC1)I 5-((tert-butyldimethylsilyl)oxy)-3-iodo-1H-indazole